(-)-5-(2,6-dimethylphenyl)-21-methyl-9,9-dioxo-2-oxa-9λ6-thia-6,8,15,23-tetraazatetracyclo[15.3.1.13,7.110,14]tricosa-1(20),3,5,7(23),10(22),11,13,17(21),18-nonaen-16-one CC1=C(C(=CC=C1)C)C=1C=C2OC3=CC=CC(C(NC4=CC=CC(S(NC(N1)=N2)(=O)=O)=C4)=O)=C3C